4-((S)-4-propenoyl-2-methylpiperazin-1-yl)-6-fluoro-7-(2-fluoro-6-hydroxyphenyl)-1-(4-methyl-2-(methylsulfonyl)pyridin-3-yl)pyrido[2,3-d]pyrimidin-2(1H)-one C(C=C)(=O)N1C[C@@H](N(CC1)C=1C2=C(N(C(N1)=O)C=1C(=NC=CC1C)S(=O)(=O)C)N=C(C(=C2)F)C2=C(C=CC=C2O)F)C